C(=O)O.COC1=CC=C(C=C1)C=1N=C(SC1)N1CCC(CC1)C(=O)NCC1CN(CC1)CC1=CC=C(C=C1)C 1-(4-(4-Methoxyphenyl)thiazol-2-yl)-N-((1-(4-methylbenzyl)pyrrolidin-3-yl)methyl)piperidine-4-carboxamide formate